Tert-butyl 1-(3-fluorophenyl)-2,4-dioxo-1,3,8-triazaspiro[4.5]decane-8-carboxylate FC=1C=C(C=CC1)N1C(NC(C12CCN(CC2)C(=O)OC(C)(C)C)=O)=O